ClC1=C(C=C(OCCCN2C(=CC(=C2)N(C=2C=C(C=CC2)C)CC2=C(C=CC=C2)Cl)C(=O)O)C=C1C)C 1-(3-(4-chloro-3,5-dimethylphenoxy)propyl)-4-((2-chlorobenzyl)(m-tolyl)amino)-1H-pyrrole-2-carboxylic acid